BrN1C(S(C(N1)=S)CC(C)S1C(N=NC1=S)N)N N-bromopropylene-bis(2-amino-5-sulfenyl-1,3,4-thiadiazole)